8-(1-aminoethyl)-6-fluoro-3-methyl-2-(4-methyltetrahydropyran-4-yl)quinoline-4-carbonitrile NC(C)C=1C=C(C=C2C(=C(C(=NC12)C1(CCOCC1)C)C)C#N)F